octahydropyrrolo[3,4-b]pyrrole-4-carboxylic acid hydrochloride Cl.N1C2C(CC1)C(NC2)C(=O)O